C1(=CC=CC=C1)CCCCCNC(=O)N N-(Phenylpentyl)urea